BrC=1C=C(C=CC1)C(CCCC1C(C1)C(=O)OCC)(C(OCC[Si](C)(C)C)=O)C ethyl 2-(4-(3-bromophenyl)-4-methyl-5-oxo-5-(2-(trimethylsilyl)ethoxy)pentyl)-cyclopropane-1-carboxylate